2-chloro-4-(3-(trans-4-(3-hydroxypropyl)cyclohexyl)-4,4-dimethyl-5-oxo-2-thioxoimidazolidin-1-yl)benzonitrile methyl-2-((trans-4-(3-hydroxypropyl)cyclohexyl)amino)-2-methylpropionate COC(C(C)(C)N[C@@H]1CC[C@H](CC1)CCCO)=O.ClC1=C(C#N)C=CC(=C1)N1C(N(C(C1=O)(C)C)[C@@H]1CC[C@H](CC1)CCCO)=S